Cl.NC1CC2CCC(C1)N2C2=NC(=C(C=1N2C=CN1)C1=CC(=C(C=C1)OC)F)C=1C=C(C(C#N)=CC1)C#N 4-(5-(3-amino-8-azabicyclo[3.2.1]octane-8-yl)-8-(3-fluoro-4-methoxyphenyl)imidazolo[1,2-c]pyrimidin-7-yl)phthalonitrile hydrochloride